(1S,2R)-2-phenylcyclopropylamine C1(=CC=CC=C1)[C@@H]1[C@H](C1)N